S1C(=NC2=C1C=CC=C2)NC2=C(C=C(N=N2)N(C)C=2SC(=C(N2)C(=O)O)C2CN(C2)C)C ({6-[(1,3-benzothiazol-2-yl)amino]-5-methylpyridazin-3-yl}(methyl)amino)-5-(1-methylazetidin-3-yl)-1,3-thiazole-4-carboxylic acid